OC1COC2=C(O1)C(=CC=C2N2CCNCC2)O 2,8-Dihydroxy-5-(piperazin-1-yl)-2,3-dihydro-1,4-benzodioxine